(3aR,6aR)-2-[(1-methyl-2-oxabicyclo[2.1.1]hexan-4-yl)methyl]-5-[2-methyl-6-(trifluoromethyl)pyridin-3-yl]sulfonyl-1,3,3a,4,6,6a-hexahydropyrrolo[3,4-c]pyrrole CC12OCC(C1)(C2)CN2C[C@@H]1CN(C[C@H]1C2)S(=O)(=O)C=2C(=NC(=CC2)C(F)(F)F)C